C(C)(C)(C)OC(=O)NC=1C=C(C(=O)OC)C=C(N1)Cl methyl 2-((tert-butoxycarbonyl) amino)-6-chloroisonicotinate